3-(5-(((1R,2R)-2-(4-methoxy-4-methylpiperidin-1-yl)cyclohexyl)oxy)-1-oxoisoindolin-2-yl)piperidine-2,6-dione COC1(CCN(CC1)[C@H]1[C@@H](CCCC1)OC=1C=C2CN(C(C2=CC1)=O)C1C(NC(CC1)=O)=O)C